C(C)(C)(C)OC(=O)N(CCCCOCCOC1=NC=2C=C(C=CC2C2=C1N=C(N=C2)S(=O)(=O)C)C(=O)OC)CC2=CC(=C(C=C2)OC(F)(F)F)Cl Methyl 5-(2-(4-((tert-butoxycarbonyl)(3-chloro-4-(trifluoromethoxy)benzyl)amino)butoxy)ethoxy)-3-(methylsulfonyl)pyrimido[4,5-c]quinoline-8-carboxylate